C(CCCCCCCC)C(C(=O)O)CCCCCCN(CCCCCCCC\C=C/C\C=C/CCCCC)CCO.C(CCCCCCCC)C(C(=O)O)(CCCCCCN(CCCCCCCC(=O)O)CCO)CCCCCCCCC.C(CCCCCCC\C=C/C\C=C/CCCCC)N(CCO)CCCCCCCC\C=C/C\C=C/CCCCC 2-(Di((9Z,12Z)-octadeca-9,12-dien-1-yl)amino)ethan-1-ol Dinonyl-8,8'-((2-hydroxyethyl)azanediyl)dioctanoate Nonyl-8-((2-hydroxyethyl)((9Z,12Z)-octadeca-9,12-dien-1-yl)amino)octanoate